C(C)(C)NC(C=CN1C=2N(C3=CC=CC=C3C1=O)C(NN2)=S)=O N-Isopropyl-3-(5-oxo-1-thioxo-1,2-dihydro-[1,2,4]triazolo[4,3-a]quinazolin-4(5H)-yl)propenamide